NCCCCCCCCCCCCCCN(C(=O)[C@@H]1CN(CCC1)C1=CN=CC2=CC=CC=C12)C=1C=CC(N(C1)CC(=O)O)=O (S)-2-(5-(N-(14-aminotetradecyl)-1-(isoquinolin-4-yl)piperidine-3-carboxamido)-2-oxopyridin-1(2H)-yl)acetic acid